C(C)(=O)[C@](N)(CCCCN)C(=O)O α-acetyl-lysine